5,6-dibromo-1-ethylsulfonyl-1H-indole BrC=1C=C2C=CN(C2=CC1Br)S(=O)(=O)CC